NC1=NN=C(N1)S 5-Amino-1,3,4-triazole-2-thiol